8-(1-anthracenoxycarbonyl)-tetracyclo[4.4.0.12,5.17,10]-3-dodecene C1(=CC=CC2=CC3=CC=CC=C3C=C12)OC(=O)C1C2C3C4C=CC(C3C(C1)C2)C4